COC=1C=C2C(=CC=NC2=CC1OC)N1CC(C1)CCNS(=O)(=O)NC(OC(C)(C)C)=O tert-butyl N-(2-(1-(6,7-dimethoxyquinolin-4-yl)azetidin-3-yl)ethyl)sulfamoylcarbamate